5-(trifluoromethyl)dibenzothiophen-5-ium FC([S+]1C2=C(C3=C1C=CC=C3)C=CC=C2)(F)F